methyl 2-((2-(4-fluorophenyl)ethyl)sulfonamido)-5-formylbenzoate FC1=CC=C(C=C1)CCS(=O)(=O)NC1=C(C(=O)OC)C=C(C=C1)C=O